C(N)(=O)C1CCN(CC1)CC1=CC=C(C=C1)CC(=O)N(CCN1CCC(CC1)OC(NC1=C(C=CC=C1)C1=CC=CC=C1)=O)C biphenyl-2-ylcarbamic acid 1-[2-{(2-[4-(4-carbamoylpiperidin-1-ylmethyl)phenyl]acetyl)methylamino}ethyl]piperidin-4-yl ester